(S)-3,7-dimethyloct-6-enoic acid C[C@H](CC(=O)O)CCC=C(C)C